O[C@]1(CN(OC1)C(=O)C=1N(C=C2N(C(N(C(C21)=O)C)=O)CC(C)C)CC2=C(C=C(C=C2)F)C#N)C (S)-5-(4-hydroxy-4-methylisoxazolidine-2-carbonyl)-1-isobutyl-3-methyl-6-(4-fluoro-2-cyanobenzyl)-1,6-dihydro-2H-pyrrolo[3,4-d]pyrimidine-2,4(3H)-dione